N-methyl-3-(1-methylimidazol-4-yl)-4-[[5-[(1S)-1-methylpropyl]-2-pyridyl]amino]benzenesulfonamide CNS(=O)(=O)C1=CC(=C(C=C1)NC1=NC=C(C=C1)[C@H](CC)C)C=1N=CN(C1)C